N-[3-(1H-imidazol-5-yl)prop-2-enoyl]tryptophan N1C=NC=C1C=CC(=O)N[C@@H](CC1=CNC2=CC=CC=C12)C(=O)O